CN1CCC(=C(C1)C)C=1SC2=C(N1)C=C(C=C2)C2=CC[C@@H](CN2C(=O)OC(C)(C)C)C (S)-tert-butyl 6-(2-(1,5-dimethyl-1,2,3,6-tetrahydropyridin-4-yl)benzo[d]thiazol-5-yl)-3-methyl-3,4-dihydropyridine-1(2H)-carboxylate